(E)-1-(Cyclopentyloxy)-7-(2-(4-((5-cyclopropyl-3-(3,5-dichloropyridin-4-yl)isoxazol-4-yl)methoxy)bicyclo[2.2.2]octan-1-yl)vinyl)isochinolin C1(CCCC1)OC1=NC=CC2=CC=C(C=C12)\C=C\C12CCC(CC1)(CC2)OCC=2C(=NOC2C2CC2)C2=C(C=NC=C2Cl)Cl